FC=1C=C(C=C(C1)F)C(CC(C(=O)OC)C)=O methyl 4-(3,5-difluorophenyl)-2-methyl-4-oxobutanoate